(R)-3-amino-1-(3-(cyclohexylmethoxy)phenyl)propan-1-ol NCC[C@@H](O)C1=CC(=CC=C1)OCC1CCCCC1